CC=1C(=CSC1C1=CC=C(C=C1)[N+](=O)[O-])C(=O)[O-] 4-methyl-5-(4-nitrophenyl)thiophene-3-carboxylate